3-methyl-3-((1-(7-methyl-4-oxo-2-(piperidin-1-yl)-4H-pyrido[1,2-a]pyrimidin-9-yl)ethyl)amino)butanoic acid CC(CC(=O)O)(C)NC(C)C1=CC(=CN2C1=NC(=CC2=O)N2CCCCC2)C